CN1CC(C1)(C)C(O)(C1=CC(=CC=C1)C1=NC(=NO1)C(F)(F)F)C1=CC=C(C=C1)OC(F)(F)F (1,3-Dimethyl-azetidin-3-yl)-(4-trifluoromethoxy-phenyl)-[3-(3-trifluoromethyl-[1,2,4]oxadiazol-5-yl)-phenyl]-methanol